isobutyl di-hydrogen phosphate P(=O)(OCC(C)C)(O)O